CC1NC(CC2(C1)C(NC1=CC=C(C=C12)C)=O)C=1N=NN(C1)C 2',5-dimethyl-6'-(1-methyltriazol-4-yl)spiro[indolin-3,4'-piperidin]-2-one